N-(4-(4-amino-1-methyl-7-(1-(tetrahydro-2H-pyran-4-yl)-1H-pyrazol-4-yl)-1H-pyrazolo[4,3-c]pyridin-3-yl)-3-((3-fluorobenzyl)oxy)phenyl)-1,1-difluoromethane-sulfonamide NC1=NC=C(C2=C1C(=NN2C)C2=C(C=C(C=C2)NS(=O)(=O)C(F)F)OCC2=CC(=CC=C2)F)C=2C=NN(C2)C2CCOCC2